C(C)(C)(C)OC(=O)N1CC(CC1)C1=C(C2=C(N=CN=C2N)N1C)Br 3-(4-Amino-5-bromo-7-methyl-7H-pyrrolo[2,3-d]pyrimidin-6-yl)pyrrolidine-1-carboxylic acid tert-butyl ester